NC1=CC=C(C=N1)N1C(C(CCC1)NC(OC(C)(C)C)=O)=O tert-butyl N-[1-(6-amino-3-pyridyl)-2-oxo-3-piperidyl]carbamate